ClC=1C(=NC(=NC1)NC=1C(=CC(=C(C1)NC(C=C)=O)N(C)CCN(C)C)OC)NC1=C(C=CC=C1)N(C(C)=O)C N-(5-((5-chloro-4-((2-(N-methylacetamido)phenyl)amino)pyrimidin-2-yl)amino)-2-((2-(dimethylamino)ethyl)(methyl)amino)-4-methoxyphenyl)acrylamide